Cl.N[C@H](CN1C(C2=CC=CC=C2C1=O)=O)CC1=C(C=C(C=C1)O)Cl (S)-2-(2-amino-3-(2-chloro-4-hydroxyphenyl)propyl)isoindoline-1,3-dione hydrochloride